C(C=C)(=O)N1C2C(CC(C1)C2)N2N=C(C=1C2=NC=NC1N)C1=CC=C(C(=O)NC2=NC=CC=C2)C=C1 4-(1-(2-acryloyl-2-azabicyclo[2.2.1]heptan-6-yl)-4-amino-1H-pyrazolo[3,4-d]pyrimidin-3-yl)-N-(pyridin-2-yl)benzamide